tert-butyl (S)-(1'-(3-(hydroxymethyl)-6-methylpyrazin-2-yl)-1,3-dihydrospiro[indene-2,4'-piperidin]-1-yl)carbamate OCC=1C(=NC(=CN1)C)N1CCC2(CC1)[C@@H](C1=CC=CC=C1C2)NC(OC(C)(C)C)=O